The molecule is a glycophytoceramide having an alpha-D-galactopyranosyl residue at the O-1 position and a 6-(4-methoxyphenyl)hexanoyl group attached to the nitrogen. It derives from an alpha-D-galactose. CCCCCCCCCCCCCC[C@H]([C@H]([C@H](CO[C@@H]1[C@@H]([C@H]([C@H]([C@H](O1)CO)O)O)O)NC(=O)CCCCCC2=CC=C(C=C2)OC)O)O